N-(1-(3-ethoxy-4-hydroxybenzyl)piperidin-4-yl)-4-(trifluoromethoxy)benzenesulfonamide C(C)OC=1C=C(CN2CCC(CC2)NS(=O)(=O)C2=CC=C(C=C2)OC(F)(F)F)C=CC1O